6-bromo-2-(2,5-dimethyl-1H-pyrrol-1-yl)-7-methoxythiazolo[4,5-b]pyridine BrC=1C(=C2C(=NC1)N=C(S2)N2C(=CC=C2C)C)OC